3-Phenyl-1H-pyrazole-5-carbohydrazide C1(=CC=CC=C1)C1=NNC(=C1)C(=O)NN